O=C1SC2=CC=CC=C2CC1 oxothiochromane